racemic-(Z)-3-((3-butyl-3-ethyl-7-(methylthio)-1,1-dioxido-5-phenyl-2,3,4,5-tetrahydro-1,2,5-benzothiadiazepin-8-yl)oxy)-2-fluoroacrylic acid C(CCC)C1(NS(C2=C(N(C1)C1=CC=CC=C1)C=C(C(=C2)O\C=C(\C(=O)O)/F)SC)(=O)=O)CC